Cl.C1(=CC=CC=C1)CC[C@H](N)B1OC(C(O1)(C)C)(C)C (1R)-3-phenyl-1-(tetramethyl-1,3,2-dioxaborolan-2-yl)propan-1-amine hydrochloride